N1(C2=C(OCCC1)N=CC=C2)C2=C(C(=O)N)C=CC=C2 [2H,3H,4H-pyrido[2,3-b][1,4]oxazepin-1-yl]benzamide